O=C1NC(CCC1NS(=O)(=O)N1CCC(CC1)NC1=NC=C(C(=N1)C=1C=NN(C1)CC(F)(F)F)C(F)(F)F)=O N-(2,6-dioxopiperidin-3-yl)-4-((4-(1-(2,2,2-trifluoroethyl)-1H-pyrazol-4-yl)-5-(trifluoro-methyl)pyrimidin-2-yl)amino)piperidine-1-sulfonamide